2-(5-(3-bromo-1H-pyrazol-5-yl)-1H-imidazol-1-yl)propan-1-ol BrC1=NNC(=C1)C1=CN=CN1C(CO)C